C(C)(C)(C)OC(=O)N1CC([C@@](CC1)(O)CN1C=C(C(=CC1=O)Cl)C(=O)OCC)(C)C (R)-ethyl 1-((1-(tert-butoxycarbonyl)-4-hydroxy-3,3-dimethylpiperidin-4-yl) methyl)-4-chloro-6-oxo-1,6-dihydropyridine-3-carboxylate